BrCCBr 1,2-bis-bromoethane